ClC1=NC=C(C(=N1)NCC=1N=C2N(C=C(C=C2N2C(N(C(C2)=O)C)=O)C2CC2)C1)O 1-(2-(((2-chloro-5-hydroxypyrimidin-4-yl)amino)methyl)-6-cyclopropylimidazo[1,2-a]pyridin-8-yl)-3-methylimidazolidine-2,4-dione